(Z)-1-(4-Ethoxy-2-hydroxyphenyl)-3-(3-ethoxy-4-methoxyphenyl)prop-2-en-1-one C(C)OC1=CC(=C(C=C1)C(\C=C/C1=CC(=C(C=C1)OC)OCC)=O)O